C(#N)N1C[C@]2(CC2C1)NC(=O)C1=NNC(=C1)C=1C=NC=CC1SC1=CC=C(C=C1)F N-((1R)-3-Cyano-3-azabicyclo[3.1.0]hexan-1-yl)-5-(4-((4-fluorophenyl)thio)pyridin-3-yl)-1H-pyrazol-3-carboxamid